tert-butyl (2S)-4-[1-(2,6-dioxo-1-{[2-(trimethylsilyl) ethoxy] methyl} piperidin-3-yl)-3-methyl-2-oxo-1,3-benzodiazol-5-yl]-2-methylpiperazine-1-carboxylate O=C1N(C(CCC1N1C(N(C2=C1C=CC(=C2)N2C[C@@H](N(CC2)C(=O)OC(C)(C)C)C)C)=O)=O)COCC[Si](C)(C)C